[Ag]F.[Ag].[Mg] magnesium-silver-silver fluoride